(Aminomethyl)methyl-dimethoxysilan NC[Si](OC)(OC)C